(2R)-2-(6-{5-chloro-2-[(oxacyclohex-4-yl)amino]pyrimidin-4-yl}-1-oxo-2,3-dihydro-1H-isoindol-2-yl)-N-[(1S,2R)-2-hydroxy-2,3-dihydro-1H-inden-1-yl]propionamide ClC=1C(=NC(=NC1)NC1CCOCC1)C1=CC=C2CN(C(C2=C1)=O)[C@@H](C(=O)N[C@@H]1[C@@H](CC2=CC=CC=C12)O)C